COC1=C(C(=CC=C1)OC)S(=O)(=O)NNC(=O)C=1C=C(C=C(C1)C)C1=NC=CC(=C1)CNC(C#C)=O N-((2-(3-(2-((2,6-dimethoxyphenyl)sulfonyl)hydrazine-1-carbonyl)-5-methylphenyl)pyridin-4-yl)methyl)propiolamide